Isobutyl 5-fluoro-3-(1-((1-(2-((4-(trifluoromethyl)phenyl)sulfonamido)ethyl)piperidin-4-yl)methyl)-1H-1,2,3-triazol-4-yl)-1H-indol-2-carboxylat FC=1C=C2C(=C(NC2=CC1)C(=O)OCC(C)C)C=1N=NN(C1)CC1CCN(CC1)CCNS(=O)(=O)C1=CC=C(C=C1)C(F)(F)F